CC1=NC=CC(=N1)NC1=NC=CC(=C1)C1=CC(NC(=C1)C1=C(C=CC=C1)C(F)(F)F)=O 4-[2-[(2-methylpyrimidin-4-yl)amino]-4-pyridinyl]-6-[2-(trifluoromethyl)phenyl]-1H-pyridin-2-one